(7S)-2-chloro-8-ethyl-5,7-dimethyl-7,8-dihydropteridin-6(5H)-one ClC1=NC=2N([C@H](C(N(C2C=N1)C)=O)C)CC